5-[2-chloro-4-(trifluoromethyl)phenoxy]-2-nitrobenzoic acid carboxymethyl ester C(=O)(O)COC(C1=C(C=CC(=C1)OC1=C(C=C(C=C1)C(F)(F)F)Cl)[N+](=O)[O-])=O